COC(CO)C1=CC=CC=C1 2-methoxy-2-phenylethanol